1-(3-methylquinoxalin-6-yl)ethan-1-ol CC=1C=NC2=CC=C(C=C2N1)C(C)O